C(C(C)C)(=O)OCC(C(C(C)C)OC(C(C)C)=O)(C)C 2,2,4-trimethylpentane-1,3-diol diisobutyrate